N-(2,2-difluoroethyl)-5-(5-(1-methyl-1H-pyrazol-4-yl)-1H-pyrrolo[2,3-b]pyridin-3-yl)pyrazolo[1,5-a]pyridine-3-carboxamide FC(CNC(=O)C=1C=NN2C1C=C(C=C2)C2=CNC1=NC=C(C=C12)C=1C=NN(C1)C)F